4-fluoro-1-methyl-2-(4-(methyl-sulfonyl)phenyl)-6-(1-(1-(oxetan-3-yl)azepan-4-yl)piperidin-4-yl)-1H-benzo[d]imidazole FC1=CC(=CC=2N(C(=NC21)C2=CC=C(C=C2)S(=O)(=O)C)C)C2CCN(CC2)C2CCN(CCC2)C2COC2